CN1N=CC(=C1)C1=NC=2C(=NC=CC2C=2C=CC3=C(OCCCC3NC(=O)C3=NC(=NO3)C(C)(C)C)C2)N1 3-tert-Butyl-[1,2,4]oxadiazole-5-carboxylic acid {8-[2-(1-methyl-1H-pyrazol-4-yl)-3H-imidazo[4,5-b]pyridin-7-yl]-2,3,4,5-tetrahydro-benzo[b]oxepin-5-yl}-amide